CN(C1=CC=C(N=N1)C1=C(C=CC(=C1)C(F)(F)F)O)C1CC(NC(C1)(C)C)(C)C 2-{6-[methyl-(2,2,6,6-tetramethyl-piperidin-4-yl)-amino]-pyridazin-3-yl}-4-trifluoromethyl-phenol